2-methyl-9,10-bis-2-naphthyl-anthracene CC1=CC2=C(C3=CC=CC=C3C(=C2C=C1)C1=CC2=CC=CC=C2C=C1)C1=CC2=CC=CC=C2C=C1